NCCC1=CN(C(O1)=O)C=1C=CC=2OCC(NC2N1)=O 6-[5-(2-aminoethyl)-2-oxo-1,3-oxazol-3-yl]-4H-pyrido[3,2-b][1,4]oxazin-3-one